COC(=O)C=1C=NN(C1)COCC[Si](C)(C)C.FC=1C=C(C=CC1)NC(C1=NC(=CC(=C1)N1CCCCC1)N1C=NC=C1)=O N-(3-fluorophenyl)-6-(1H-imidazol-1-yl)-4-(piperidin-1-yl)picolinamide methyl-1-((2-(trimethylsilyl)ethoxy)methyl)-1H-pyrazole-4-carboxylate